ClC1=C(C=C(C=N1)C1CCN(C(O1)=O)C1=NC(=NN1)C1=CC=NC=C1)F 6-(6-Chloro-5-fluoropyridin-3-yl)-3-(3-(pyridin-4-yl)-1H-1,2,4-triazol-5-yl)-1,3-oxazinan-2-one